[N+](=O)([O-])C1=CC=C(C=C1)OC(=O)O[C@H]1C[C@H](CC1)C1=NN(C(=C1)NC=1C=C2C(NCC2=CC1)=O)C(C)(C)C (1R,3S)-3-[1-(2-methylprop-2-yl)-5-[(3-oxo-2,3-dihydro-1H-isoindol-5-yl)amino]pyrazol-3-yl]cyclopentyl [(4-nitrophenyl)oxy]methanoate